7-[(3R)-3,4-dimethylpiperazin-1-yl]-2-(4,6-dimethylpyrazolo[1,5-a]pyrazin-2-yl)-9-methyl-4H-pyrido[1,2-a]pyrimidin-4-one C[C@@H]1CN(CCN1C)C=1C=C(C=2N(C(C=C(N2)C2=NN3C(C(=NC(=C3)C)C)=C2)=O)C1)C